C(C1CO1)N Glycidyl-amine